CC1=C(OCC[Al](Cl)Cl)C(=CC=C1)C (2,6-dimethylphenoxy)ethylaluminum chloride